1,1,3,3,5,5-hexamethylhexyl-1-propyl ether CC(CC(CC(C)(C)C)(C)C)(C)OCCC